1,3-dibenzyl-5-methyl-6-((triisopropylsilyl)ethynyl)pyrimidine-2,4(1H,3H)-dione C(C1=CC=CC=C1)N1C(N(C(C(=C1C#C[Si](C(C)C)(C(C)C)C(C)C)C)=O)CC1=CC=CC=C1)=O